1-(6-((4-((5-chloro-4-(5-(cyclopropylmethyl)-1-methyl-1H-pyrazol-4-yl)pyrimidin-2-yl)amino)piperidin-1-yl)methyl)pyridazin-3-yl)dihydropyrimidine-2,4(1H,3H)-dione ClC=1C(=NC(=NC1)NC1CCN(CC1)CC1=CC=C(N=N1)N1C(NC(CC1)=O)=O)C=1C=NN(C1CC1CC1)C